CNC=NC=1C=C(C=CC1)C=1N=C(SC1)NC(=N)N (4-(3-(((methylamino)methylene)amino)phenyl)-2-thiazolyl)-guanidine